5-(4-(2-chloroacetamido)-2-fluoro-6-methylphenyl)-3-(1-methyl-1H-pyrazol-4-yl)-1H-pyrazolo[3,4-c]Pyridine-1-carboxylic acid tert-butyl ester C(C)(C)(C)OC(=O)N1N=C(C=2C1=CN=C(C2)C2=C(C=C(C=C2C)NC(CCl)=O)F)C=2C=NN(C2)C